4-oxopiperidine-1-carboxamide O=C1CCN(CC1)C(=O)N